BrC=1N=C2C(=NC1)N(C(=N2)C2CCN(CC2)C(C)=O)C 1-(4-(5-bromo-1-methyl-1H-imidazo[4,5-b]pyrazin-2-yl)piperidin-1-yl)ethan-1-one